(1-(3-(2,4-dioxotetrahydropyrimidin-1(2H)-yl)-1-methyl-1H-indazol-6-yl)piperidin-4-yl)methyl 4-methylbenzenesulfonate CC1=CC=C(C=C1)S(=O)(=O)OCC1CCN(CC1)C1=CC=C2C(=NN(C2=C1)C)N1C(NC(CC1)=O)=O